Heptylnonylundecylphthalate C(CCCCCC)C1=C(C(=C(C(C(=O)[O-])=C1)C(=O)[O-])CCCCCCCCCCC)CCCCCCCCC